C(C1=CC=CC=C1)NC(=O)OCC1=CC=C(C=C1)C=1SC=C(N1)C(=O)OCC ethyl 2-(4-(((benzylcarbamoyl)oxy)methyl)phenyl)thiazole-4-carboxylate